C(#N)C1=C(C(=NC=C1)C1CCNCC1)NC(=O)N1CCC(CC1)(C)C1=NOC(=N1)[C@H]1[C@H](C1)F N-[4-cyano-2-(4-piperidyl)-3-pyridyl]-4-[5-[(1S,2S)-2-fluorocyclopropyl]-1,2,4-oxadiazol-3-yl]-4-methyl-piperidine-1-carboxamide